F[C@@H]1C[C@@]2(CCCN2C1)CO [(2R,7aS)-2-fluoro-hexahydropyrrolizin-7a-yl]methanol